((5-(difluoromethyl)pyridin-2-yl)amino)-N-(methyl-d3)-4-((3-(methylthio)pyridin-2-yl)amino)pyridazine-3-carboxamide FC(C=1C=CC(=NC1)NC=1C(=C(N=NC1)C(=O)NC([2H])([2H])[2H])NC1=NC=CC=C1SC)F